octadecyl-trimethoxysilane C(CCCCCCCCCCCCCCCCC)[Si](OC)(OC)OC